ClC=1C(N2C(CC(CC2=CC1)=O)=O)F 7-chloro-6-fluoroquinolizine-2,4(1H,3H)-dione